FC(C=1C(=CC(=NC1)OC)C(C(=O)O)C)F 2-[5-(Difluoromethyl)-2-methoxypyridin-4-yl]propionic acid